3-{1-[3-Cyclopropyl-5-(difluoromethoxy)benzamido]ethyl}pyrazin C1(CC1)C=1C=C(C(=O)NC(C)C=2C=NC=CN2)C=C(C1)OC(F)F